1-((trans-4-propylcyclohexyl)methoxy)-4-ethoxy-2,3-difluorobenzene C(CC)[C@@H]1CC[C@H](CC1)COC1=C(C(=C(C=C1)OCC)F)F